COC=1C=C(C=C(C1OC)OC)N1C=NC(=C1)NC=1C2=C(N=C(N1)N1[C@@H](CCC1)CO)CNC2 (S)-(1-(4-(1-(3,4,5-trimethoxyphenyl)-1H-imidazol-4-ylamino)-6,7-dihydro-5H-pyrrolo[3,4-D]pyrimidin-2-yl)pyrrolidin-2-yl)methanol